ClC1=CC=CC=2NC3=CC(=CC=C3C(C12)(C)C)C 1-chloro-6,9,9-trimethyl-9,10-dihydroacridine